N,N-dibenzylphenethylamine C(C1=CC=CC=C1)N(CC1=CC=CC=C1)CCC1=CC=CC=C1